N[C@H]1CC[C@H](CC1)NC[C@@H]1CC[C@H](CC1)N1C(N=C(C=C1)NC(=O)N1CCNCC1)=O N-(1-(trans-4-(((cis-4-aminocyclohexyl)amino)methyl)cyclohexyl)-2-oxo-1,2-dihydropyrimidin-4-yl)piperazine-1-carboxamide